(E)-1-(4-chlorophenyl)-3-(phenylsulfanyl)prop-2-en-1-one ClC1=CC=C(C=C1)C(\C=C\SC1=CC=CC=C1)=O